C(C1=CC=CC=C1)C1=C(C(=O)OCC=2C(=NC(=C(C2)C(F)(F)F)Cl)OC)C=CC=C1[C@@H](C)NC(C1=C(C=CC(=C1)N1CCN(CC1)C)C)=O (6-chloro-2-methoxy-5-(trifluoromethyl)pyridin-3-yl)methanol benzyl-3-[(1R)-1-[[2-methyl-5-(4-methylpiperazin-1-yl)benzoyl]amino]ethyl]benzoate